ClC=1C=C2C=CN(C(C2=CC1)=O)[C@@H](C(=O)NC1=CC=C(C=C1)C1=CC=NN1CC)C (R)-2-(6-Chloro-1-oxoisoquinolin-2(1H)-yl)-N-(4-(1-ethyl-1H-pyrazol-5-yl)phenyl)propanamide